CC(C)(C)P(C1=CC(=CC(=C1)C(C)(C)C)C(C)(C)C)C(C)(C)C bis(1,1-dimethylethyl)[3,5-bis(1,1-dimethylethyl)phenyl]phosphine